C(CCC\C=C/CC)OC(CCC(=O)OCC(COC(OCC(OC(NCCN1CCCC1)=O)CCCCCC)=O)COC(CCCCCCCOC(C(CCCCCC)CCCC)=O)=O)OCCCC\C=C/CC 12-(((4,4-bis(((Z)-oct-5-en-1-yl)oxy)butanoyl)oxy)methyl)-6-hexyl-4,9,15-trioxo-1-(pyrrolidin-1-yl)-5,8,10,14-tetraoxa-3-azadocosan-22-yl-2-butyloctanoate